BrC=1C=NN2C1N=C(C=C2)C2=C(C=CC=C2)C 3-bromo-5-o-tolylpyrazolo[1,5-a]pyrimidin